BrC=1C(=CC(=C(N)C1)C(=C)CC)Cl 5-bromo-2-(but-1-en-2-yl)-4-chloroaniline